C(C)(CC)C1C(NC2=C(CN1C(=O)C1N(CCC1)CCC(=O)N)C=CC=C2)=O 3-(2-(3-(sec-butyl)-2-oxo-2,3,4,5-tetrahydro-1H-benzo[1,4]diazepine-4-carbonyl)pyrrolidin-1-yl)propanamide